(4-methoxypyridin-2-yl)-(R/S)-methanol COC1=CC(=NC=C1)CO